N1CCC(CC1)C1=C(CN2C(NC(C3=C2C=CN3)=O)=C=S)C=CC=C1 1-(2-(Piperidin-4-yl)benzyl)-2-thiocarbonyl-1,2,3,5-tetrahydro-4H-pyrrolo[3,2-d]pyrimidin-4-one